C(C)(C)(C)OC(=O)N[C@@H]1C[C@](CC1=O)(C(=O)[O-])CC1=CC(=CC=C1)C1=NC=C(C=N1)F |o1:8,10| (1R*,3R*)-3-((tert-butoxycarbonyl)amino)-1-(3-(5-fluoropyrimidin-2-yl)benzyl)-4-oxocyclopentane-1-carboxylate